N1(N=CC=C1)C=1C=CC(=NC1)O[C@H]1C[C@H](N(C1)C1=C(C(=O)N[C@@H](CO)C2=CC=C(C=C2)S(=O)(=O)CC)C=CC=N1)COC(F)F ((2S,4S)-4-((5-(1H-pyrazol-1-yl)pyridin-2-yl)oxy)-2-((difluoromethoxy)methyl)pyrrolidine-1-yl)-N-((R)-1-(4-(ethylsulfonyl)phenyl)-2-hydroxyethyl)nicotinamide